(3,4-Epoxycyclohexyl)propyltetramethylsilane C1(CC2C(CC1)O2)CCCC[Si](C)(C)C